Cl.NCCN1C(C=CC1=O)=O N-(2-aminoethyl)maleimide HCl